C(=O)(CCCCCCCCC)OCCCCOC(=O)CCCCCCCCC butylene glycol di-caprate